tert-butyl (3R,4R)-4-hydroxy-3-{[(1-methyl-4-oxo-1,4-dihydroquinolin-3-yl)methyl][(2-methylpyridin-4-yl)methyl]amino}piperidine-1-carboxylate O[C@H]1[C@@H](CN(CC1)C(=O)OC(C)(C)C)N(CC1=CC(=NC=C1)C)CC1=CN(C2=CC=CC=C2C1=O)C